N-tetradecyl-2-(4-tetrahydropyranyloxyphenyl)-3,5,7-tri-tetrahydropyranyloxy-quinolin-4-one C(CCCCCCCCCCCCC)N1C(=C(C(C2=C(C=C(C=C12)OC1OCCCC1)OC1OCCCC1)=O)OC1OCCCC1)C1=CC=C(C=C1)OC1OCCCC1